9-allyl-N-(4-chlorobenzyl)-2-(2-(1,1-dioxidoisothiazolidin-2-yl)ethyl)-1,6-dioxo-1,3,4,6-tetrahydro-2H-pyrido[1,2-a]pyrazine-7-carboxamide C(C=C)C=1C=C(C(N2C1C(N(CC2)CCN2S(CCC2)(=O)=O)=O)=O)C(=O)NCC2=CC=C(C=C2)Cl